C(C)(C)(C)OC(N[C@@H]1CC2=CC=CC=C2C12CCN(CC2)C2=NC(=C(C(=N2)C#N)Br)C)=O (R)-(1'-(5-bromo-4-cyano-6-methylpyrimidin-2-yl)-2,3-dihydrospiro[indene-1,4'-piperidine]-2-yl)carbamic acid tert-butyl ester